BrC=1C=C(C=CC1)N1CCOCC1 4-(3-bromophenyl)morpholine